6-methoxy-2,4,4-trimethyl-1,2,3,4-tetrahydroisoquinoline COC=1C=C2C(CN(CC2=CC1)C)(C)C